CS(=O)(=O)CC1=C(C=C(C=N1)NC=1N=CC2=C(N1)CN(CC2)C(=O)OC(C)(C)C)C tert-butyl 2-{[6-(methanesulfonylmethyl)-5-methylpyridin-3-yl]amino}-5H,6H,7H,8H-pyrido[3,4-d]pyrimidine-7-carboxylate